(R)-11,11-Difluoro-3-methyl-1,3,4,7,8,9,10,11-octahydro-2H-pyrido[4',3':3,4]pyrazolo-[1,5-a]azepin-8-ol FC1(C=2N(CC(CC1)O)N=C1C2CN[C@@H](C1)C)F